ClC1=C(C#N)C=C(C=C1)COC(CO)CCCCCCCCCCCCCCCCCC chloro-5-(((1-hydroxyicosan-2-yl)oxy)methyl)benzonitrile